(3RS)-3-(4-{4-[(4-{2-[(6S)-6-(methoxymethyl)-6-methyl-1,4,5,7-tetrahydroindazol-3-yl]-1H-indole-6-carbonyl}piperazin-1-yl)methyl]piperidin-1-yl}phenyl)piperidine-2,6-dione COC[C@]1(CCC=2C(=NNC2C1)C=1NC2=CC(=CC=C2C1)C(=O)N1CCN(CC1)CC1CCN(CC1)C1=CC=C(C=C1)[C@@H]1C(NC(CC1)=O)=O)C |&1:42|